BrC=1C(=NN(C1C(F)(F)F)CC(=O)N1[C@@H]([C@@H](CC1)NS(=O)C(C)(C)C)C1=C(C(=CC=C1)OC)C)C1CC1 N-[(2R,3R)-1-[2-[4-Bromo-3-cyclopropyl-5-(trifluoromethyl)pyrazol-1-yl]acetyl]-2-(3-methoxy-2-methyl-phenyl)pyrrolidine-3-yl]-2-methyl-propane-2-sulfinamide